4-(((R)-1-(2-aminopyridin-3-yl)ethyl)(methyl)amino)-6-chloro-2-(((2R,7aS)-2-fluorotetrahydro-1H-pyrrolizin-7a(5H)-yl)methoxy)pyrimidine-5-carbonitrile NC1=NC=CC=C1[C@@H](C)N(C1=NC(=NC(=C1C#N)Cl)OC[C@]12CCCN2C[C@@H](C1)F)C